ClC=1C=C(C=CC1F)NC(N(CC)[C@H]1COCC=2NC(C=3C=C(C=CC3C21)C#N)=O)=O (R)-3-(3-chloro-4-fluorophenyl)-1-(8-cyano-6-oxo-1,4,5,6-tetrahydro-2H-pyrano[3,4-c]isoquinolin-1-yl)-1-ethylurea